NCCCC1=CC=C(C=C1)C1=NC(C=2N(C3=C1C(=C(S3)C)C)C(=NN2)C)CC(=O)OC(C)(C)C tert-butyl 2-(4-(4-(3-aminopropyl)phenyl)-2,3,9-trimethyl-6H-thieno[3,2-f][1,2,4]triazolo[4,3-a][1,4]diazepin-6-yl)acetate